N-((3r,4r)-4-(4-benzoylbenzamido)pyrrolidin-3-yl)isonicotinamide C(C1=CC=CC=C1)(=O)C1=CC=C(C(=O)N[C@H]2[C@@H](CNC2)NC(C2=CC=NC=C2)=O)C=C1